C(C)(C)N1C(=NC(=C1)C(F)(F)F)C1=CC=C(CNC2=NC(=NN3C2=NC=C3)C3=C2C=NNC2=CC=C3OC)C=C1 N-(4-(1-isopropyl-4-(trifluoromethyl)-1H-imidazol-2-yl)benzyl)-2-(5-methoxy-1H-indazol-4-yl)imidazo[2,1-f][1,2,4]triazin-4-amine